tert-butyl (4-bromothiazol-2-yl)carbamate BrC=1N=C(SC1)NC(OC(C)(C)C)=O